N-[4-[(6,7-dimethoxy-1,5-naphthyridin-4-yl)oxy]-3-fluorophenyl]-4-hydroxy-6-methyl-5-(5-methylfuran-2-yl)pyridine-3-carboxamide COC=1N=C2C(=CC=NC2=CC1OC)OC1=C(C=C(C=C1)NC(=O)C=1C=NC(=C(C1O)C=1OC(=CC1)C)C)F